2,4-diphenyl-4-methyl-1-penten C1(=CC=CC=C1)C(=C)CC(C)(C)C1=CC=CC=C1